1-bromo-2-(difluoromethyl)-3-nitrobenzene BrC1=C(C(=CC=C1)[N+](=O)[O-])C(F)F